CC1(OCC1)COC=1C=NC=CC1C#N 3-[(2-methyloxetan-2-yl)methoxy]pyridine-4-carbonitrile